C(C=C)C1=C(CNC2=CC=CC=C2)C(=CC=C1)F N-(2-allyl-6-fluorobenzyl)aniline